[Mn].[Nb].[Cu].[Ni] nickel copper niobium manganese